2-Methyl-2-[2-methyl-4-[(E)-3-oxo-3-(4-propylsulfanylphenyl)prop-1-enyl]phenoxy]propanoic acid CC(C(=O)O)(C)OC1=C(C=C(C=C1)\C=C\C(C1=CC=C(C=C1)SCCC)=O)C